C(C)NC(O)=O.C(C)NC(=O)OCC ethyl-urethane (ethyl carbamate)